4-(methylthio)benzamide CSC1=CC=C(C(=O)N)C=C1